(1s,2s)-1,2-dicyclohexyl-1,2-ethylene glycol C1(CCCCC1)[C@@H]([C@H](C1CCCCC1)O)O